N-(1,4-dimethyl-1H-pyrazol-3-yl)-3-(pyrimidin-4-yl)thieno[3,2-b]pyridin-5-amine CN1N=C(C(=C1)C)NC1=CC=C2C(=N1)C(=CS2)C2=NC=NC=C2